C1(CCC1)C=1SC=2CN(CCC2N1)C1=NC=2N(C=C1C)C(N(N2)C)=O 7-(2-cyclobutyl-6,7-dihydrothiazolo[5,4-c]pyridin-5(4H)-yl)-2,6-dimethyl-[1,2,4]triazolo[4,3-a]pyrimidin-3(2H)-one